N-(4-chloro-2-fluoro-5-((1R,2R)-2-methylcyclopropyl)phenyl)acetamide ClC1=CC(=C(C=C1[C@H]1[C@@H](C1)C)NC(C)=O)F